2-acetylbenzofuran C(C)(=O)C=1OC2=C(C1)C=CC=C2